COC(CN(C)C1=NC2=CC=C(C=C2C(=C1)C1=CC=NC=C1)I)=O N-(6-iodo-4-(pyridin-4-yl)quinolin-2-yl)-N-methylglycine methyl ester